C(=O)(OCC1C2=CC=CC=C2C2=CC=CC=C12)N[C@@H](CCCCN)C(=O)O Fmoc-L-Lysin